C1(=CC=CC=C1)C1(CC1)C(=O)NCC1=NOCC1 3-((1-phenylcyclopropane-1-carboxamido)methyl)-4,5-dihydroisoxazole